C1CCC2=C(C=CC=C12)NC(=O)NS(=O)(=O)C=1SC=C(C1)C(C)(C)O N-(2,3-dihydro-1H-inden-4-ylcarbamoyl)-4-(2-hydroxypropan-2-yl)thiophene-2-sulfonamide